4-methyl-3-oxo-2-(2-oxo-1,2-diphenyl-ethyl)-N-phenyl-valeramide CC(C(C(C(=O)NC1=CC=CC=C1)C(C(C1=CC=CC=C1)=O)C1=CC=CC=C1)=O)C